(E)-3-(3,7-dimethylocta-2,6-dien-1-yl)-2,4-dihydroxy-6-pentyl-N-phenylbenzamide C\C(=C/CC=1C(=C(C(=O)NC2=CC=CC=C2)C(=CC1O)CCCCC)O)\CCC=C(C)C